Cl.Cl.ClC=1C=CC(=NC1)C1(OC2=C(O1)C=CC=C2N2[C@H]1[C@@H](NCC2)COC1)C |r| rac-(4aR,7aS)-1-(2-(5-chloropyridin-2-yl)-2-methylbenzo[d][1,3]dioxol-4-yl)octahydrofuro[3,4-b]pyrazine dihydrochloride